C(C)(C)(C)OC(=O)N1[C@H]2CC(C[C@@H]1CC2)NCC2=CC=CC=C2 (1R,3r,5S)-3-(benzylamino)-8-azabicyclo[3.2.1]octane-8-carboxylic acid tert-butyl ester